C[C@@H]1CN(C[C@@H](N1)C)C=1C(=CC(=NC1)C(=O)NC)[2H] 5-((3R,5S)-3,5-dimethylpiperazin-1-yl)-N-methylpyridinamide-4-d